2-Hydroxypropyl-methacrylat OC(COC(C(=C)C)=O)C